FC(CN1C[C@@H]2[C@H](C1)CC(C2)CCO)(F)F 2-((3aR,5r,6aS)-2-(2,2,2-trifluoroethyl)octahydrocyclopenta[c]pyrrol-5-yl)ethan-1-ol